4-(4-((trisisopropylphenyl)ethyl)benzyl)piperazine C(C)(C)C1=C(C(=C(C=C1)CCC1=CC=C(CN2CCNCC2)C=C1)C(C)C)C(C)C